6-amino-5-(3-methoxy-2,6-dimethyl-phenyl)-2,3-dimethyl-pyrrolo[2,3-b]pyrazine-7-carbonitrile NC1=C(C=2C(=NC(=C(N2)C)C)N1C1=C(C(=CC=C1C)OC)C)C#N